Tri(3,3-dimethyl-1-butyl) citrate C(CC(O)(C(=O)OCCC(C)(C)C)CC(=O)OCCC(C)(C)C)(=O)OCCC(C)(C)C